N-[2-trifluoromethyl-4-(1,1,1,2,3,3,3-heptafluoropropan-2-yl)-phenyl]-3-[N-(cyclopropylmethyl)-4-chlorobenzoylamino]-2-fluorobenzamide FC(C1=C(C=CC(=C1)C(C(F)(F)F)(C(F)(F)F)F)NC(C1=C(C(=CC=C1)N(CC1CC1)C(C1=CC=C(C=C1)Cl)=O)F)=O)(F)F